ClC1=NC(=C2N=CN(C2=N1)CC1OCC(C1O)O)NCC1=CC(=CC=C1)I 2-((2-chloro-6-((3-iodobenzyl)amino)-9H-purin-9-yl)methyl)tetrahydrofuran-3,4-diol